6-(4-{1-[(tert-butyldimethylsilyl)oxy]cyclopropyl}pyrazol-1-yl)-N-(1-methylindazol-7-yl)pyridine-3-sulfonamide [Si](C)(C)(C(C)(C)C)OC1(CC1)C=1C=NN(C1)C1=CC=C(C=N1)S(=O)(=O)NC=1C=CC=C2C=NN(C12)C